[Sn].[Ta].[Ti] Titanium-Tantalum-Tin